N(=C=O)C1=C(C=CC=C1)CN=C=O 1-isocyanato-2-(isocyanatomethyl)benzene